(R)-4-((1-(3-bromo-2-fluorophenyl)ethyl)amino)-2,6,8,8-tetramethyl-6,8-dihydro-7H-pyrrolo[2,3-g]quinazolin-7-one BrC=1C(=C(C=CC1)[C@@H](C)NC1=NC(=NC2=CC3=C(C=C12)N(C(C3(C)C)=O)C)C)F